4-{8-fluoro-2-methylimidazo[1,2-a]pyridin-6-yl}-2-methyl-N-(piperidin-4-yl)indazole-7-carboxamide FC=1C=2N(C=C(C1)C=1C3=CN(N=C3C(=CC1)C(=O)NC1CCNCC1)C)C=C(N2)C